3-methyl-N-ethyl-N-(beta-hydroxyethyl)-aniline CC=1C=C(N(CCO)CC)C=CC1